The molecule is an unsaturated fatty acyl-CoA that results from the formal condensation of the thiol group of coenzyme A with the carboxy group of (13Z,16Z,19Z,22Z)-3-oxooctacosatetraenoic acid. It is an unsaturated fatty acyl-CoA, a 3-oxo-fatty acyl-CoA and an ultra-long-chain fatty acyl-CoA. It is a conjugate acid of a (13Z,16Z,19Z,22Z)-3-oxooctacosatetraenoyl-CoA(4-). CCCCC/C=C\\C/C=C\\C/C=C\\C/C=C\\CCCCCCCCCC(=O)CC(=O)SCCNC(=O)CCNC(=O)[C@@H](C(C)(C)COP(=O)(O)OP(=O)(O)OC[C@@H]1[C@H]([C@H]([C@@H](O1)N2C=NC3=C(N=CN=C32)N)O)OP(=O)(O)O)O